ClCC(=O)NC1=CC=C(C[C@H](N)C(=O)O)C=C1 p-(2-chloroacetamido)-L-phenylalanine